C(C)(C)(C)C1=CN=C(O1)CSC1=CN=C(S1)C1N(CCC(C1)C(=O)N)CCCC=1C=C2CCNC(C2=CC1)C (5-(((5-(tert-butyl)oxazol-2-yl)methyl)thio)thiazol-2-yl)-1-(3-(1-methyl-1,2,3,4-tetrahydroisoquinolin-6-yl)propyl)piperidine-4-carboxamide